ClC=1C=C(C=CC1COC1=C(C=CC=C1)CCNC1C=2C=CC(=NC2CCC1)C(=O)OCC)C1=CC=C(C=C1)C(F)(F)F Ethyl 5-{[2-(2-{[3-chloro-4'-(trifluoromethyl)biphenyl-4-yl]methoxy}phenyl)ethyl]amino}-5,6,7,8-tetrahydroquinoline-2-carboxylate